4-((2,3-Dihydrobenzo[b][1,4]dioxin-6-yl)amino)-N-(4-(4-methylpiperazin-1-yl)phenyl)-2-oxo-1,2-dihydropyridine-3-carboxamide O1C2=C(OCC1)C=C(C=C2)NC2=C(C(NC=C2)=O)C(=O)NC2=CC=C(C=C2)N2CCN(CC2)C